5,11-dioxo-6,12-bis(n-pentanoyloxy)naphthonaphthalene O=C1C(=C2C=CC=CC2=C2C(C(=C3C=CC=CC3=C21)OC(CCCC)=O)=O)OC(CCCC)=O